C(C(C)C)N(C1=C(C=C(C=C1)[C@H](CC(=O)OCOC([C@H](C)OP(=O)(O)O)=O)CC)NC(=O)NC1=CC=C(C=C1)C)CC(C)C (S)-(((S)-2-(Phosphonooxy)propanoyl)oxy)methyl 3-(4-(diisobutylamino)-3-(3-(p-tolyl) ureido)phenyl)pentanoate